FC1=C2CCC(C2=CC(=C1C=1C=C2C(=CN1)NN=C2C=2C=NN(C2)C)F)NC 4,6-difluoro-N-methyl-5-(3-(1-methyl-1H-pyrazol-4-yl)-1H-pyrazolo[3,4-c]pyridin-5-yl)-2,3-dihydro-1H-inden-1-amine